(3-((4-((2-Ethyl-4-phenylthiazol-5-yl)oxy)pyridin-2-yl)amino)phenyl)-1,1,1-trifluoromethanesulfonamide C(C)C=1SC(=C(N1)C1=CC=CC=C1)OC1=CC(=NC=C1)NC=1C=C(C=CC1)NS(=O)(=O)C(F)(F)F